C(C)(C)(C)OC(=O)N1C[C@H]([C@H](CC1)NC(NC1=CC=CC2=C1CCO2)=O)N cis-3-amino-4-{[(2,3-dihydro-1-benzofuran-4-yl)carbamoyl]amino}piperidine-1-carboxylic acid tert-butyl ester